N1C(=NC2=C1C=CC=C2)C(N2C(C1=NC(=CC=C1C2)C2=CC=C(C=C2)C2CCN(CC2)C)=O)C2=C(C=CC(=C2)F)O 6-[1H-Benzimidazol-2-yl-(5-fluoro-2-hydroxy-phenyl)methyl]-2-[4-(1-methyl-4-piperidinyl)phenyl]-5H-pyrrolo[3,4-b]Pyridin-7-one